N1N=CC2=C(C=CC=C12)CN1N=CC2=C(C1=O)N(C1=C2SC(=N1)CC=1C=NC(=CC1)Cl)C 6-((1H-indazol-4-yl)methyl)-2-((6-chloropyridin-3-yl)methyl)-4-methyl-4,6-dihydro-5H-thiazolo[5',4':4,5]pyrrolo[2,3-d]pyridazin-5-one